C1(CC1)CN1C(=CC2=CC=CC=C12)C=O 1-(cyclopropylmethyl)-1H-indole-2-carbaldehyde